dimethoxy-6,6'-diaminobiphenyl COC=1C(=C(C(=CC1)N)C1=CC=CC=C1N)OC